FC(OC=1C=C(C=CC1OC(F)F)C=1OC=C(N1)CCl)F 2-(3,4-bis-difluoromethoxyphenyl)-4-chloromethyl-oxazol